C1(CC1)N1C(N(C2=CC=3C(=NN=C(C3C=C21)N[C@H](C)C2=C(C(=CC=C2)C(F)F)C)C)C)=O 3-cyclopropyl-5-[[(1R)-1-[3-(difluoromethyl)-2-methyl-phenyl]ethyl]amino]-1,8-dimethyl-imidazo[4,5-g]phthalazin-2-one